ClC=1C=NC=C(C1S(=O)(=O)NC=1C(=NC=C(C1)C=1C=CC=2N=CN=C(C2N1)N1CCN(CC1)C(\C=C\C(C)=O)=O)OC)Cl (E)-3,5-dichloro-N-(2-methoxy-5-(4-(4-(4-oxopent-2-enoyl)piperazin-1-yl)pyrido[3,2-d]pyrimidin-6-yl)pyridin-3-yl)pyridine-4-sulfonamide